N1(C2=C(OC=C1)C=NC=C2)C(=O)[O-] pyrido[3,4-b][1,4]oxazine-1-carboxylate